CC(C)(C)[S@@](=O)NC1C2(CC3=CC=CC=C13)CCC(CC2)C2=NC=C(N=C2)SC2=C(C(=NC=C2)Cl)Cl (R)-2-Methyl-N-[(1s,4s)-4-{5-[(2,3-dichloropyridin-4-yl)sulfanyl]pyrazin-2-yl}-1',3'-dihydrospiro[cyclohexane-1,2'-inden]-3'-yl]propane-2-sulfinamide